4-fluoro-1-[2-(5-methyl-2-oxo-2,3-dihydro-1,3,4-oxadiazol-3-yl)acetyl]pyrrolidine-2-carboxamide FC1CC(N(C1)C(CN1C(OC(=N1)C)=O)=O)C(=O)N